3-cyclopentyl-3-[4-(7H-pyrrolo[2,3-d]pyrimidin-4-yl)-1H-pyrazol-1-yl]-propionitrile C1(CCCC1)C(CC#N)N1N=CC(=C1)C=1C2=C(N=CN1)NC=C2